FC=1C=C(C=C(C1)F)[C@H]1[C@@H](CN(C1)CCOC)NC(=O)NC1=CC(=NN1C)C=1SC=CC1 1-((3S,4R)-4-(3,5-difluorophenyl)-1-(2-methoxyethyl)pyrrolidin-3-yl)-3-(1-methyl-3-(thiophen-2-yl)-1H-pyrazol-5-yl)urea